4-hydroxymethyl-2-methyl-1,3-dioxolane OCC1OC(OC1)C